Methyl (2R)-2-fluorotetrahydro-1H-pyrrolizine-7a(5H)-carboxylate F[C@@H]1CC2(CCCN2C1)C(=O)OC